4-amino-N-methyl-N-(6-(trifluoromethyl)-2,3-dihydrobenzo[b]thiophen-3-yl)imidazo[1,5-a]quinoxaline-8-carboxamide NC=1C=2N(C3=CC(=CC=C3N1)C(=O)N(C1C3=C(SC1)C=C(C=C3)C(F)(F)F)C)C=NC2